OC[C@@H]1COCCCN1C(=O)OCC1=CC=CC=C1 (R)-benzyl 3-(hydroxymethyl)-1,4-oxazepane-4-carboxylate